The molecule is an azaphilone that is 7,8-dihydro-6H-isochromene substituted by a hepta-1,3,5-trien-1-yl group at position 3, a [3-hydroxybutanoyl]oxy group at position 7, a methyl group at position 7 and oxo groups at positions 6 and 8 respectively (the 3S,7S stereoisomer). A fungal metabolite, it is isolated from the fermentation broth of Penicillium solitum strain CT2108 and exhibits inhibitory activity against fatty acid synthase as well as fungicidal activity. It has a role as an antimicrobial agent, an antifungal agent, an EC 2.3.1.85 (fatty acid synthase) inhibitor and a Penicillium metabolite. It is an azaphilone, a carboxylic ester, an enone, a cyclic ether, a member of isochromenes and a secondary alcohol. C/C=C/C=C/C=C/C1=CC2=CC(=O)[C@](C(=O)C2=CO1)(C)OC(=O)C[C@H](C)O